O(C)C1=C(C=C(C=C1OC)C)C(CC1=NC=CC=C1)(C=1SC=CC1)O 2-(2-(2-methoxyl-methoxy-5-methylphenyl)-2-hydroxy-2-(2-thienyl)ethyl)-pyridine